LS-Laminin N[C@@H](CCCC[N+](C)(C)C)C(=O)O